Cl.N[C@H](C(O)C=1SC=CN1)CCCC(F)(F)F (2S)-2-amino-6,6,6-trifluoro-1-thiazol-2-yl-hexan-1-ol HCl salt